(2S*,3S*)-3-fluorobutan F[C@H](CC)C |o1:1|